N=1ON=C2C1C=CC(=C2)C2=NOC(=N2)C=2C=CC(=C(C#N)C2)NCC(F)F 5-[3-(2,1,3-benzoxadiazol-5-yl)-1,2,4-oxadiazol-5-yl]-2-[(2,2-difluoroethyl)amino]benzonitrile